(Z)-2-tridecenenitrile C(\C=C/CCCCCCCCCC)#N